Cl.C(C)OC(C(CC(F)F)CNC)=O ethyl-4,4-difluoro-2-[(methylamino)methyl]butanoate hydrochloride salt